(E)-3-(3,4-dihydroxyphenyl)-1-(2-hydroxy-5-(3-(pyrrolidin-1-yl)propoxy)phenyl)prop-2-en-1-one OC=1C=C(C=CC1O)/C=C/C(=O)C1=C(C=CC(=C1)OCCCN1CCCC1)O